di-tert-butyl DL-aspartate N[C@@H](CC(=O)OC(C)(C)C)C(=O)OC(C)(C)C |r|